3-(4-trifluoromethylphenyl)-2-propenoic acid FC(C1=CC=C(C=C1)C=CC(=O)O)(F)F